CN1C(C=CC(=C1)C1=CC2=C(N=C3N2C(CC3)C3=CC=CC=C3)C=C1)=O 1-methyl-5-(1-phenyl-2,3-dihydro-1H-benzo[d]pyrrolo[1,2-a]imidazol-7-yl)pyridin-2(1H)-one